indium-cerium [Ce].[In]